(2S)-2-amino-3-[(alpha-chloroacetyl)amino]-propionic acid N[C@H](C(=O)O)CNC(CCl)=O